tert-butyl 4-[5-oxo-7-(p-tolylsulfonyloxy)thiazolo[3,2-a]pyrimidin-2-yl]piperidine-1-carboxylate O=C1C=C(N=C2N1C=C(S2)C2CCN(CC2)C(=O)OC(C)(C)C)OS(=O)(=O)C2=CC=C(C=C2)C